COC1=CC=C(C=C1)CS(=O)(=O)NC1=CC=C(C=C1)NC(=O)NCC1=CC=NC=C1 1-(4-methoxyphenyl)-N-(4-(3-(pyridin-4-ylmethyl)ureido)phenyl)methanesulfonamide